tert-Butyl 4-{(1S)-1-[3-amino-2-chloro-5-(methoxycarbonyl)anilino]ethyl}piperidine-1-carboxylate NC=1C(=C(N[C@@H](C)C2CCN(CC2)C(=O)OC(C)(C)C)C=C(C1)C(=O)OC)Cl